Dodecandiol dimethacrylat C(C(=C)C)(=O)OC(CCCCCCCCCCC)OC(C(=C)C)=O